N=1N=CN2C1C=C(C=C2)CCCO 3-([1,2,4]Triazolo[4,3-a]pyridin-7-yl)propan-1-ol